C(C)(C)C1=CNC2=NC=C(N=C21)CCC2=C(C=C(C=C2C)N2N=CC(NC2=O)=O)C 2-(4-((7-isopropyl-5H-pyrrolo[2,3-b]pyrazin-2-yl)ethyl)-3,5-dimethyl-phenyl)-1,2,4-triazine-3,5(2H,4H)-dione